C(C)(C)C=1C2=C(N(C1C=1C=C(C=3N(C1)N=CN3)C)C(=O)OC(C)(C)C)SC=C2C(=O)OC 6-(tert-butyl) 3-methyl 4-isopropyl-5-(8-methyl-[1,2,4]triazolo[1,5-a]pyridin-6-yl)-6H-thieno[2,3-b]pyrrole-3,6-dicarboxylate